3-chloro-4-fluorophenyl isocyanate ClC=1C=C(C=CC1F)N=C=O